5-(3,5-difluorobenzyl)-N-(6-(5-((4-hydroxy-4-methylpentyl)oxy)-2-methylphenyl)pyrimidin-4-yl)-4H-1,2,4-triazole-3-carboxamide FC=1C=C(CC=2NC(=NN2)C(=O)NC2=NC=NC(=C2)C2=C(C=CC(=C2)OCCCC(C)(C)O)C)C=C(C1)F